vinyltrimethylsiloxysilicic acid C(=C)C[Si](OO[Si](O)(O)O)(C)C